4-methylpiperidin-4-amine CC1(CCNCC1)N